C(#N)C1N(C(N(C1)C1=CN=C(C=C1C#N)C(F)(F)F)=O)C1=CN=CC2=CC=CC=C12 5-(4-cyano-3-(isoquinolin-4-yl)-2-oxoimidazolidin-1-yl)-2-(trifluoromethyl)isonicotinonitrile